[diethoxy(methyl)silyl]methanethiol C(C)O[Si](C)(OCC)CS